N1CCC(CC1)NC1=C2C=C(N(C2=CC=C1)CC(F)(F)F)I 4-piperidyl[2-iodo-1-(2,2,2-trifluoroethyl)-1H-indol-4-yl]amine